C1(CC1)C=1C=C(OC1)B1OC(C(O1)(C)C)(C)C 2-(4-cyclopropylfuran-2-yl)-4,4,5,5-tetramethyl-1,3,2-dioxaborolane